COC(=O)C1CCN(CC1)C1=NC=CC=N1 pyrimidin-2-yl-piperidine-4-carboxylic acid methyl ester